perfluoro nonenyl ether C(=CCCCCCCC)OF